CNC1=NC=C(C2=CC(=NC=C12)N)C#CC1=CC2=C(N(N=N2)COCC[Si](C)(C)C)C=C1 N1-methyl-4-[2-[1-(2-trimethylsilylethoxymethyl)benzotriazol-5-yl]ethynyl]-2,7-naphthyridine-1,6-diamine